N-tert-butyl-1-[6-(trimethylstannyl)-1,5-naphthyridin-2-yl]Pyrrolidin-3-amine C(C)(C)(C)NC1CN(CC1)C1=NC2=CC=C(N=C2C=C1)[Sn](C)(C)C